(S)-N-(4-(3-aminopiperidin-1-yl)-5-(1-(fluoromethyl)-1H-pyrazol-4-yl)pyridin-2-yl)-2-(2-fluoro-6-methoxyphenyl)pyrimidin-4-amine hydrochloride Cl.N[C@@H]1CN(CCC1)C1=CC(=NC=C1C=1C=NN(C1)CF)NC1=NC(=NC=C1)C1=C(C=CC=C1OC)F